C(C)(C)(C)OC(N[C@@H]1C2=CC(=CC=C2CC12CCN(CC2)C2=NC(=C(C(=N2)C#N)C2=C(C(=CC=C2)Cl)Cl)C)OC)=O (S)-(1'-(5-(2,3-dichlorophenyl)-4-cyano-6-methylpyrimidin-2-yl)-5-methoxy-1,3-dihydrospiro[indene-2,4'-piperidin]-3-yl)carbamic acid tert-butyl ester